monopropyleneglycol CC(CO)O